N[C@H]1[C@H](CN(C1)C=1C=NNC1)NC(OCC(Cl)(Cl)Cl)=O 2,2,2-trichloroethyl ((3S,4R)-4-amino-1-(1H-pyrazol-4-yl)pyrrolidin-3-yl)carbamate